CS(=O)(=O)C1NCC12CCC2 (methylsulfonyl)-2-azaspiro[3.3]heptan